N[C@H]1C2N(CC1CC2)C(=O)C2=CC1=C(C(=C(O1)C1=CC=3C(=NC(=CC3)Cl)N1CC1CC1)C)C=C2 ((7R)-7-amino-2-azabicyclo[2.2.1]hept-2-yl)(2-(6-chloro-1-(cyclopropylmethyl)-1H-pyrrolo[2,3-b]pyridin-2-yl)-3-methylbenzofuran-6-yl)methanone